N2-[6-fluoro-7-(2,3,4,7-tetrahydro-1H-azepin-5-yl)-2,3-dihydrofuro[3,2-b]pyridin-5-yl]-N4,6-dimethyl-pyridine-2,4-diamine FC=1C(=C2C(=NC1NC1=NC(=CC(=C1)NC)C)CCO2)C=2CCCNCC2